(R)-3-chloro-5-fluoro-4-(6-((6-(3-(hydroxymethyl)morpholino)pyrimidin-4-yl)amino)-1H-pyrazolo[4,3-c]pyridin-1-yl)benzonitrile ClC=1C=C(C#N)C=C(C1N1N=CC=2C=NC(=CC21)NC2=NC=NC(=C2)N2[C@@H](COCC2)CO)F